CC1=C(C(=C(C1([Hf]C1=C(C2=C3CCCC3=CC=C2C1)CC)C)C)C)C pentamethylcyclopentadienyl-(1-ethyl-3,6,7,8-tetrahydro-as-indacenyl)hafnium